1-(4-((4-((2-fluoro-4-((2-(5-methylthiazol-2-yl)pyridin-4-yl)oxy)phenyl)amino)-7-methoxyquinazolin-6-yl)amino)piperidin-1-yl)prop-2-en-1-one FC1=C(C=CC(=C1)OC1=CC(=NC=C1)C=1SC(=CN1)C)NC1=NC=NC2=CC(=C(C=C12)NC1CCN(CC1)C(C=C)=O)OC